5-methoxy-2,3-dihydro-1H-inden-2-amine COC=1C=C2CC(CC2=CC1)N